C(CCCCCCCCCCCCC)C1=CC=C(C=C1)[I+]C1=CC=C(C=C1)CCCCCCCCCCC (4-tetradecylphenyl)(4-undecylphenyl)iodonium